C(CC)(=O)OC(C)C1=CC=C(C=C1)CN1N=C2C(C(N(C=3N2CC(N3)(C)C)C)=O)=C1NC1=CC=C(C=C1)F 1-(4-((3-((4-fluorophenyl)amino)-5,7,7-trimethyl-4-oxo-4,5,7,8-tetrahydro-2H-imidazo[1,2-a]pyrazolo[4,3-e]pyrimidin-2-yl)methyl)phenyl)ethyl propionate